N1(CCCC1)C1=CN=CC(=N1)C=1OC(=CN1)C(=O)OCC ethyl 2-(6-(pyrrolidin-1-yl)pyrazin-2-yl)oxazole-5-carboxylate